2-oxopiperidine-1-carboxylate O=C1N(CCCC1)C(=O)[O-]